3-((3-amino-1H-1,2,4-triazol-5-yl)(3,4,5-trimethoxyphenyl)amino)propan-1-ol NC1=NNC(=N1)N(CCCO)C1=CC(=C(C(=C1)OC)OC)OC